2-[(tert-Butoxycarbonylamino)methyl]benzoic acid lithium salt Lithium hydroxide monohydrate O.[OH-].[Li+].[Li+].C(C)(C)(C)OC(=O)NCC1=C(C(=O)O)C=CC=C1.[OH-]